CC(C1=CC=CC=C1)(C1=C(C=CC=2C3=CC=C(C=C3CC12)C(C)(C)C)C(C)(C)C)C1C=CC=C1 methyl-(cyclopentadienyl)(2,7-di-t-butylfluorenyl)(phenyl)methane